FC1=CC=C2C=3C=CC(=CC3NC2=C1)NC(=S)NC1=CC=C(C=C1)CO 1-(7-fluoro-9H-carbazol-2-yl)-3-(4-(hydroxymethyl)phenyl)thiourea